methyl 5-(4-(trifluoromethyl)-1H-imidazol-2-yl)-1H-pyrrole-2-carboxylate FC(C=1N=C(NC1)C1=CC=C(N1)C(=O)OC)(F)F